6-carbomethoxy-3-(2,2-difluoroethyl)-2,3-dihydrochromen-4-one C(=O)(OC)C=1C=C2C(C(COC2=CC1)CC(F)F)=O